BrC=1C=CC2=C(OC(OC2)(C)C)C1 7-bromo-2,2-dimethyl-4H-1,3-benzodioxine